CN1C=NC=2C(=NC(=C(C21)C=C)CNC(OC(C)(C)C)=O)C2=CC=C(C=C2)OC(F)(F)F tert-butyl N-[[1-methyl-4-[4-(trifluoromethoxy)phenyl]-7-vinyl-imidazo[4,5-c]pyridin-6-yl]methyl]carbamate